C(CCCCCCCCCCCCCCCCCCCC)(=O)[O-] heneicosanoate